(S)-N-(1-(3-bromopyridin-2-yl)pent-4-en-1-ylidene)-2-methylpropane-2-sulfinamide BrC=1C(=NC=CC1)C(CCC=C)=N[S@@](=O)C(C)(C)C